2-methoxy-6-((3S,5R)-3,4,5-trimethylpiperazin-1-yl)pyridin COC1=NC(=CC=C1)N1C[C@@H](N([C@@H](C1)C)C)C